C(CCCS(=O)(=O)O)S(=O)(=O)O butandisulfonic acid